C(C)(C)(C)S(=O)(=O)C=1C(=CC(=C(C1)NC=1C=C(C(=C(C1)NC(OC(C)(C)C)=O)OC)F)[N+](=O)[O-])OC tert-butyl (5-((5-(tert-butylsulfonyl)-4-methoxy-2-nitrophenyl)amino)-3-fluoro-2-methoxyphenyl)carbamate